1-[(2R,6S)-3,5-dihydroxy-6-(hydroxymethyl)-6-(triisopropylsilyloxymethyl)-1,4-dioxan-2-yl]pyrimidine-2,4-dione OC1[C@@H](O[C@](C(O1)O)(CO[Si](C(C)C)(C(C)C)C(C)C)CO)N1C(NC(C=C1)=O)=O